C(C)(=O)N1C(NC(N(C1)C(C)=O)=C=O)=C=O 1,5-diacetyl-2,4-dicarbonyl-hexahydro-1,3,5-triazine